3-(4-Bromo-3-methyl-1H-indazol-1-yl)-1-(4-methoxybenzyl)piperidine-2,6-dione BrC1=C2C(=NN(C2=CC=C1)C1C(N(C(CC1)=O)CC1=CC=C(C=C1)OC)=O)C